N2-(3-amino-3-methylcyclobutyl)-5-(2,3-dichlorophenyl)-N2-methyl-3-(1,3,4-oxadiazol-2-yl)pyrazine-2,6-diamine NC1(CC(C1)N(C1=NC(=C(N=C1C=1OC=NN1)C1=C(C(=CC=C1)Cl)Cl)N)C)C